(3S,4S)-8-(5-(fluoromethyl)-3-((2,3,5,6-tetrafluorophenyl)ethynyl)-1H-pyrazolo[3,4-b]pyrazin-6-yl)-3-methyl-2-oxa-8-azaspiro[4.5]decan-4-amine FCC=1N=C2C(=NC1N1CCC3([C@@H]([C@@H](OC3)C)N)CC1)NN=C2C#CC2=C(C(=CC(=C2F)F)F)F